FC1=CC=C(C=C1)C=1N=C(N(C1C1=CC=NC=C1)CCCC1=CC=CC=C1)C#CCC 4-[4-(4-fluorophenyl)-1-(3-phenylpropyl)-5-(4-pyridinyl)-1H-imidazol-2-yl]-3-butyn